C(C)(C)(C)C=1N=CC(=NC1)NC1=C(C(=NN1)C1=CC=C(C=C1)NS(=O)(=O)CC)C(=O)N 5-((5-(tert-butyl)pyrazin-2-yl)amino)-3-(4-(ethylsulfonamido)phenyl)-1H-pyrazole-4-carboxamide